(R)-2-(((2R,3S,4R,5R)-5-(6-amino-2-chloro-9H-purin-9-yl)-3,4-dihydroxytetrahydrofuran-2-yl)methoxy)-3-(2'-(cyanomethyl)-[1,1'-biphenyl]-4-yl)-2-(thiazol-4-yl)propanoic acid NC1=C2N=CN(C2=NC(=N1)Cl)[C@H]1[C@@H]([C@@H]([C@H](O1)CO[C@](C(=O)O)(CC1=CC=C(C=C1)C1=C(C=CC=C1)CC#N)C=1N=CSC1)O)O